BrC=1C=C2C(=NC1)N(N=C2C(=O)N(C)OC)COCC[Si](C)(C)C 5-bromo-N-methoxy-N-methyl-1-[[2-(trimethylsilyl)ethoxy]methyl]pyrazolo[3,4-b]pyridine-3-carboxamide